C(#N)[C@@]1(C(N(CC1)C1=CC(=NC(=C1)C)C(=O)NCC1=CC(=CC(=C1)C=1C=NC(=CC1)OC)F)=O)C1CC1 4-((3S)-3-cyano-3-cyclopropyl-2-oxopyrrolidin-1-yl)-N-(3-fluoro-5-(6-methoxypyridin-3-yl)benzyl)-6-methylpyridine-2-carboxamide